1,7-bis(4-hydroxy-3-methoxyphenyl)-4-(4-hydroxybenzylidene)heptane-3,5-dione OC1=C(C=C(C=C1)CCC(C(C(CCC1=CC(=C(C=C1)O)OC)=O)=CC1=CC=C(C=C1)O)=O)OC